(R)-5-(8-fluoro-[1,2,4]triazolo[1,5-a]pyridin-6-yl)-N-(1,1,1-trifluoropropan-2-yl)-7H-pyrrolo[2,3-d]pyrimidin-2-amine FC=1C=2N(C=C(C1)C1=CNC=3N=C(N=CC31)N[C@@H](C(F)(F)F)C)N=CN2